2-(2,6-dioxopiperidin-3-yl)-4-fluoro-1,3-dioxoisoindol O=C1NC(CCC1N1C(C2=CC=CC(=C2C1=O)F)=O)=O